thiol-pyruvate S1C(=CC=C1)CC(C(=O)[O-])=O